(3R,4R)-2-(4-methylbenzyl)-N-(3-(4-methylpiperazin-1-yl)phenyl)-1-oxo-3-(6-(trifluoromethyl)pyridin-3-yl)-1,2,3,4-tetrahydroisoquinoline-4-carboxamide CC1=CC=C(CN2C(C3=CC=CC=C3[C@H]([C@@H]2C=2C=NC(=CC2)C(F)(F)F)C(=O)NC2=CC(=CC=C2)N2CCN(CC2)C)=O)C=C1